N[C@H](C(=O)N[C@H](C(=O)O)CC(C)C)[C@@H](C)O (S)-2-((2S,3R)-2-amino-3-hydroxybutyramido)-4-methylpentanoic acid